NC=1N(N=C2CNCCC21)C(=O)[C@H]2CCNC1=C(C=CC=C21)C |o1:12| (S*)-(3-amino-4,5,6,7-tetrahydropyrazolo[3,4-c]pyridin-2-yl)(8-methyl-1,2,3,4-tetrahydroquinolin-4-yl)methanone